bromo-6'-chloro-4-hydroxy-6-oxo-1,2,3,6-tetrahydro-[2,3'-bipyridine]-5-carboxylic acid ethyl ester C(C)OC(=O)C1=C(CC(N(C1=O)Br)C=1C=NC(=CC1)Cl)O